5-amino-N-(2-hydroxyphenyl)-1H-pyrazole-4-carboxamide NC1=C(C=NN1)C(=O)NC1=C(C=CC=C1)O